N1C=C(C2=CC=CC=C12)CC(\C=C\C(C)C)=O (E)-1-(1H-indol-3-yl)-5-methylhex-3-en-2-one